4-(5-chloro-2-methoxyphenyl)-N-(6-(5-chloropyridin-2-yl)thiazolo[4,5-b]pyrazin-2-yl)-6-methylpyridine-3-carboxamide ClC=1C=CC(=C(C1)C1=C(C=NC(=C1)C)C(=O)NC=1SC=2C(=NC=C(N2)C2=NC=C(C=C2)Cl)N1)OC